(4,5,6,7-tetrahydroisothiazolo[4,5-c]pyridin-3-yl)(4-(2-(trifluoromethyl)phenyl)piperidin-1-yl)methanone S1N=C(C=2CNCCC21)C(=O)N2CCC(CC2)C2=C(C=CC=C2)C(F)(F)F